7-[5-CHLORO-2-METHOXY-4-(METHOXYMETHYL)PHENYL]-N-[(2,4-DIMETHOXYPHENYL)METHYL]CINNOLIN-4-AMINE ClC=1C(=CC(=C(C1)C1=CC=C2C(=CN=NC2=C1)NCC1=C(C=C(C=C1)OC)OC)OC)COC